TetraMethylAmmonium Fluoride [F-].C[N+](C)(C)C